5-PROPYLTHIOPHENE-2-BORONIC ACID C(CC)C1=CC=C(S1)B(O)O